(3aR,4R,6R,6aR)-4-(4-aminopyrrolo[2,1-f][1,2,4]triazin-7-yl)-6-(((tert-butyldiphenylsilyl)oxy)methyl)-2,2-dimethyltetrahydrofuro[3,4-d][1,3]dioxole-4-carbonitrile NC1=NC=NN2C1=CC=C2[C@@]2(O[C@@H]([C@H]1OC(O[C@H]12)(C)C)CO[Si](C1=CC=CC=C1)(C1=CC=CC=C1)C(C)(C)C)C#N